tert-butyl N-{[2-(2,6-dioxopiperidin-3-yl)-7-fluoro-1-oxo-2,3-dihydro-1H-isoindol-5-yl]methyl}carbamate O=C1NC(CCC1N1C(C2=C(C=C(C=C2C1)CNC(OC(C)(C)C)=O)F)=O)=O